BrC1=CC(=C(C(=N1)Cl)N1CCC(CC1)(C1=NN=CN1C)F)C#N 6-bromo-2-chloro-3-[4-fluoro-4-(4-methyl-4H-1,2,4-triazol-3-yl)piperidin-1-yl]pyridine-4-carbonitrile